OCC1(CN(C2(COC2)C1)C(=O)OC(C)(C)C)C tert-butyl 7-(hydroxymethyl)-7-methyl-2-oxa-5-azaspiro[3.4]octane-5-carboxylate